4-[4-(1-methyl-1H-pyrazol-4-yl)-1H-imidazol-1-yl]-3-(propane-2-yl)-1H-pyrazolo[3,4-b]pyridine CN1N=CC(=C1)C=1N=CN(C1)C1=C2C(=NC=C1)NN=C2C(C)C